4-(2-((3-amino-6-(2-hydroxyphenyl)pyridazin-4-yl)amino)ethyl)benzoic acid NC=1N=NC(=CC1NCCC1=CC=C(C(=O)O)C=C1)C1=C(C=CC=C1)O